[O].[N].[B].[Si] silicon boron nitrogen oxygen